C(CCCCCCCCC)OC=1C=C(C=C(C1)CCCCCCCCCCCCCCC)B1OC(C(O1)(C)C)(C)C 2-(3-(decyloxy)-5-pentadecylphenyl)-4,4,5,5-tetramethyl-1,3,2-dioxaborolane